(trioxatriphosphorinane)-2,4,6-trioxide O1[O+](OP(PP1=O)=O)[O-]